FC1=C(C(=CC(=C1)CNC)F)C=1C=C2C(=CN1)NN=C2C2=NN(C=C2C(=O)N)C (5-(2,6-difluoro-4-((methylamino)methyl)phenyl)-1H-pyrazolo[3,4-c]pyridin-3-yl)-1-methyl-1H-pyrazole-4-carboxamide